ClC1=CC=C(C=C1)C(CN1N=C(N=N1)CN1C=NC=2N=CN(C2C1=O)C)=O 1-({2-[2-(4-Chlorophenyl)-2-oxoethyl]-2H-1,2,3,4-tetrazol-5-yl}methyl)-7-methyl-6,7-dihydro-1H-purin-6-one